chloro-2-trifluoroacetyl-aniline hydrochloride Cl.ClNC1=C(C=CC=C1)C(C(F)(F)F)=O